C1(CC1)S(=O)(=O)NC=1SC=C(N1)C(C(=O)NC1=NC=C(C=C1)C1=NC(=CN=C1)C(F)(F)F)CC 2-(2-(cyclopropanesulfonamido)thiazol-4-yl)-N-(5-(6-(trifluoromethyl)pyrazin-2-yl)pyridin-2-yl)butanamide